gadolinium-zirconium-nickel [Ni].[Zr].[Gd]